S1C=NC(=C1)C[C@@]1(NCCC1)C(=O)O α-(4-thiazolylmethyl)-proline